N-cyclopentylimidazo[2,1-f][1,2,4]Triazin-4-amine C1(CCCC1)NC1=NC=NN2C1=NC=C2